C(#N)C1=CC(=C(C=C1)NC1=CC=C2C(=NNC2=C1)NC(C1=CC=C(C=C1)C1CCN(CC1)C)=O)F N-(6-((4-cyano-2-fluorophenyl)amino)-1H-indazol-3-yl)-4-(1-methylpiperidin-4-yl)benzamide